S1C=CC2=C1C1=C(S2)SC=C1 Dithienothiophen